ClC1=CC=C(C=C1)C=1C(=C(C(N(N1)C=1C=NC=CC1)=O)C(=O)N)C1C(CC1)O (-)-6-(4-Chlorophenyl)-N-cis-2-hydroxycyclobutyl-3-oxo-2-(pyridin-3-yl)-2,3-dihydropyridazine-4-carboxamide